(5-fluoro-2-methoxypyridin-4-yl)-1-((2-(trimethylsilyl)ethoxy)methyl)-1H-pyrazole-3-carboxylic acid methyl ester COC(=O)C1=NN(C=C1C1=CC(=NC=C1F)OC)COCC[Si](C)(C)C